1-[4-(4-Hydroxy-3-methyl-phenyl)-piperazin-1-yl]-2-phenylethanone OC1=C(C=C(C=C1)N1CCN(CC1)C(CC1=CC=CC=C1)=O)C